CN1CC(C1)(C)[C@@](C=1C=C(C=NC1)N1C[C@H](CC1)[C@@H](C)O)(C1=CC=C(C=C1)C(C)C)O (R)-1-((S)-1-{5-[(R)-(1,3-dimethyl-azetidin-3-yl)-hydroxy-(4-isopropyl-phenyl)-methyl]-pyridin-3-yl}-pyrrolidin-3-yl)-ethanol